2-[5-ethylsulfanyl-6-[1-(2,2,3,3,3-pentafluoropropyl)pyrrolo[2,3-c]pyridin-5-yl]-3-pyridyl]-2-methyl-propanenitrile C(C)SC=1C=C(C=NC1C=1C=C2C(=CN1)N(C=C2)CC(C(F)(F)F)(F)F)C(C#N)(C)C